BrC=1C(=NC(=NC1)NC=1C=C2C=NN(C2=CC1)C1CC1)NC1=C(C=CC=C1)S(=O)(=O)C 5-bromo-N2-(1-cyclopropylindazol-5-yl)-N4-(2-methylsulfonylphenyl)pyrimidine-2,4-diamine